OC1=CC2=C(C(=C(CCC2)C2=CC=CC=C2)C2=CC=C(C=C2)N2CCC(CC2)CN2CCN(CC2)C=2C=C3CN(C(C3=CC2)=O)[C@@H]2C(NC(CC2)=O)=O)C=C1 (S)-3-(5-(4-((1-(4-(3-hydroxy-8-phenyl-6,7-dihydro-5H-benzo[7]annulen-9-yl)phenyl)piperidin-4-yl)methyl)piperazin-1-yl)-1-oxoisoindolin-2-yl)piperidine-2,6-dione